C(C)(C)(C)OC(NCCCC1=C(C=CC(=C1)F)N1CN(C(C2=CC(=CC=C12)C(F)(F)F)=O)C=1C(=NC(=CC1)OC)Br)=O (3-(2-(3-(2-bromo-6-methoxypyridin-3-yl)-4-oxo-6-(trifluoromethyl)-3,4-dihydroquinazolin-1(2H)-yl)-5-fluorophenyl)propyl)-carbamic acid tert-butyl ester